6-CHLORO-IMIDAZO[1,2-B]PYRIDAZINE-2-CARBOXALDEHYDE ClC=1C=CC=2N(N1)C=C(N2)C=O